3-(N-(4-chloro-5-cyano-2-(cis-3-methoxycyclobutoxy)phenyl)sulfamoyl)-4-cyclopropylbenzoic acid ClC1=CC(=C(C=C1C#N)NS(=O)(=O)C=1C=C(C(=O)O)C=CC1C1CC1)O[C@@H]1C[C@@H](C1)OC